ClC12CC3CC(CC(C1)C3)C2 3-chlorotricyclo[3.3.1.13,7]decan